N(=[N+]=[N-])CCCCC(=O)N(C)C1=CC=C(C=C1)I 5-azido-N-(4-iodophenyl)-N-methylpentanamide